3,3'-diisopropyl-[1,1'-binaphthyl]-2,2'-diol C(C)(C)C1=C(C(=C2C=CC=CC2=C1)C=1C(=C(C=C2C=CC=CC12)C(C)C)O)O